N-(1-((4-amino-3,4-dioxo-1-(2-oxopyrrolidin-3-yl)butan-2-yl)amino)-4-methyl-1-oxopentan-2-yl)-9-hydroxy-9H-fluorene-9-carboxamide NC(C(C(CC1C(NCC1)=O)NC(C(CC(C)C)NC(=O)C1(C2=CC=CC=C2C=2C=CC=CC12)O)=O)=O)=O